C(C)N1C(=CC(=C1)F)CO ((2S,4R)-1-ethyl-4-fluoropyrrol-2-yl)methanol